1,6-dichloro-4-(propan-2-yl)-2,7-naphthyridine ClC1=NC=C(C2=CC(=NC=C12)Cl)C(C)C